N-(2-((4-amino-6-(4-((2-cyclopropyl-6-oxo-4,6-dihydro-5H-thieno[2,3-c]pyrrol-5-yl)methyl)-3-methylphenyl)pyrimidin-5-yl)oxy)ethyl)-N-methylacrylamide NC1=NC=NC(=C1OCCN(C(C=C)=O)C)C1=CC(=C(C=C1)CN1C(C2=C(C1)C=C(S2)C2CC2)=O)C